COC1=CC=C(C=C1)CN(C1=CC(=C(C(=N1)C1=C(C=C2C(=NC(=NC2=C1F)F)N1C2COCC1CN(C2)C(=O)OC(C)(C)C)F)C(F)(F)F)C)CC2=CC=C(C=C2)OC Tert-butyl 9-(7-(6-(bis((4-methoxyphenyl)methyl)amino)-4-methyl-3-(trifluoromethyl) pyridin-2-yl)-2,6,8-trifluoroquinazolin-4-yl)-3-oxa-7,9-diazabicyclo[3.3.1]nonane-7-carboxylate